CC(=C)C=CC 2-methyl-pentadiene